N-(1-methyl-3-piperidyl)-4-morpholino-2-(4-phenylpyrazol-1-yl)furo[3,2-d]pyrimidine-6-carboxamide CN1CC(CCC1)NC(=O)C1=CC=2N=C(N=C(C2O1)N1CCOCC1)N1N=CC(=C1)C1=CC=CC=C1